C1(CC1)C1=NC=NC(=C1N1N=C(C=2C1=CN=CC2)C)OC 1-(4-cyclopropyl-6-methoxypyrimidin-5-yl)-3-methyl-1H-pyrazolo[3,4-c]pyridine